C(C1=CC=CC=C1)OC1=C(C(=NC(=C1)[C@@H]1O[C@]([C@H]([C@H]1C1=C(C(=C(C=C1)F)F)OC)C)(C(F)(F)F)C)C)[S@](=O)(C)=N |o1:14,16,17,18,36| rel-(R)-(4-(benzyloxy)-6-((2R*,3S*,4S*,5R*)-3-(3,4-difluoro-2-methoxyphenyl)-4,5-dimethyl-5-(trifluoromethyl)tetrahydrofuran-2-yl)-2-methylpyridin-3-yl)(imino)(methyl)-λ6-sulfanone